ClC1=C2C(=NN(C2=CC=C1)S(=O)(=O)C1=CC=C(C=C1)C(C)(F)F)N1CC(C(C1)F)F 4-Chloro-1-[4-(1,1-difluoroethyl)phenyl]sulfonyl-3-(3,4-difluoropyrrolidin-1-yl)indazole